FC1=C(C=CC=C1)[C@]1([C@@H]2CCN(C[C@H]12)C1=CN=C2C(=N1)NN=C2C2=CC=NC1=CC(=CC=C21)OC)CN ((1S,6R,7R)-7-(2-fluorophenyl)-3-(3-(7-methoxyquinolin-4-yl)-1H-pyrazolo[3,4-b]pyrazin-6-yl)-3-azabicyclo[4.1.0]heptan-7-yl)methanamine